(2R)-2-(6-{5-chloro-2-[(oxacyclohex-4-yl)amino]pyrimidin-4-yl}-1-oxo-2,3-dihydro-1H-isoindol-2-yl)-N-[(1S)-1-(5-chloro-2-methoxypyridin-4-yl)-2-hydroxyethyl]propionamide ClC=1C(=NC(=NC1)NC1CCOCC1)C1=CC=C2CN(C(C2=C1)=O)[C@@H](C(=O)N[C@H](CO)C1=CC(=NC=C1Cl)OC)C